C(C(O)C)(=O)C(C(=O)O)(O)C.C(C(O)C)(=O)C(C(=O)O)(O)C lactoyl-lactic acid (LACTYL LACTATE)